N-(4-amino-2H-pyrazolo[4,3-c]pyridin-7-yl)-2-oxo-2-[rac-(2R,5S)-2-(2-ethoxy-4-pyridyl)-5-methyl-1-piperidyl]acetamide NC1=NC=C(C=2C1=CNN2)NC(C(N2[C@H](CC[C@@H](C2)C)C2=CC(=NC=C2)OCC)=O)=O |r|